(R)-N-(5-cyclopropyl-2-(4-hydroxyazepan-1-yl)phenyl)-5-(tetrahydro-2H-pyran-4-yl)furan-2-carboxamide C1(CC1)C=1C=CC(=C(C1)NC(=O)C=1OC(=CC1)C1CCOCC1)N1CC[C@@H](CCC1)O